FC(C)(C)C1=NC(=CC(=N1)NC1=CC(=NC=C1C1=NC=2N(C=C1)C=CN2)NC(C)=O)C N-(4-((2-(2-fluoropropan-2-yl)-6-methylpyrimidin-4-yl)amino)-5-(imidazo[1,2-a]pyrimidin-7-yl)pyridin-2-yl)acetamide